[(1-methoxy-2-methylprop-1-en-1-yl)oxy]trimethylsilane COC(=C(C)C)O[Si](C)(C)C